[Mg+].NC1=C(C=C(C=N1)C1=CC=NC=C1)C1=CC=C(C=C1)N1C(CCC1)=O 1-(4-(6-amino-[3,4'-bipyridin]-5-yl)phenyl)pyrrolidin-2-one magnesium (i)